2-(methoxymethyl)-2-methyl-2,3-dihydropyrazolo[5,1-b]oxazole COCC1(CN2C(O1)=CC=N2)C